1-(2-Methoxy-ethyl)-1H-[1,2,3]triazole-4-carboxylic acid (4-methoxy-7-morpholin-4-yl-thiazolo[4,5-c]pyridin-2-yl)-amide COC1=NC=C(C2=C1N=C(S2)NC(=O)C=2N=NN(C2)CCOC)N2CCOCC2